CC1=C(NC2=NN(C=3C2=NC=C(C3)C=NC(C(=O)O)(CO)C)C)C=CC=C1C1=CC3=C(OCCO3)C=C1 2-((3-(2-methyl-3-(1,4-benzodioxan-6-yl)anilino)-1-methylpyrazolo[4,5-b]pyridin-6-ylmethylene)amino)-2-methyl-3-hydroxypropionic acid